FC1=CC=2N(C=C1NC(=O)N1CCC=3C1=NC(=CC3N3CCN(CC3)C(=O)OC(C)(C)C)C)C=C(N2)C tert-butyl 4-(1-((7-fluoro-2-methylimidazo[1,2-a]pyridin-6-yl)carbamoyl)-6-methyl-2,3-dihydro-1H-pyrrolo[2,3-b]pyridin-4-yl)piperazine-1-carboxylate